BrCC1=CC=C(C=C1)[I+]C1=C(C=C(C=C1OC)OC)OC [4-(bromomethyl)phenyl](2,4,6-trimethoxyphenyl)iodonium